C(C)(C)N1CC2=CC(=C(C=C2CC1)OC)NC=1N=NC(=C(N1)NC1=C(C=CC=C1)S(N)(=O)=O)C(=O)N ((2-isopropyl-6-methoxy-1,2,3,4-tetrahydroisoquinolin-7-yl)amino)-5-((2-sulfamoylphenyl)amino)-1,2,4-triazine-6-carboxamide